3-((3-acrylamidopropyl)-dimethylammonio)-propane-1-sulfonate C(C=C)(=O)NCCC[N+](CCCS(=O)(=O)[O-])(C)C